C1(CC1)C[C@@H](C(=O)OCC1=C(C=CC=C1)Cl)NC(C[C@H]1N(C(CC1)=O)CC1=C(C(=CC(=C1)F)F)F)=O 2-Chlorobenzyl (S)-3-cyclopropyl-2-(2-((S)-5-oxo-1-(2,3,5-trifluorobenzyl)pyrrolidin-2-yl)acetamido)propanoate